CC1=C(C=C(N)C=C1)C1=NN(C=N1)C(F)(F)F 4-methyl-3-(1-(trifluoromethyl)-1H-1,2,4-triazol-3-yl)aniline